(3R,4S)-N,4-diphenylpyrrolidine-3-carboxamide C1(=CC=CC=C1)NC(=O)[C@H]1CNC[C@@H]1C1=CC=CC=C1